COC1=NC=CC(=C1)C=1C(=NN2C1N=CC1=CC=CC=C21)C (2-methoxypyridin-4-yl)-2-methylpyrazolo[1,5-a]quinazoline